N-(1-oxo-1-{1H,4H,5H,6H,7H-[1,2,3]triazolo[4,5-c]pyridin-5-yl}propan-2-yl)-2-({[3-(trifluoromethoxy)phenyl]methyl}amino)pyrimidine-5-carboxamide O=C(C(C)NC(=O)C=1C=NC(=NC1)NCC1=CC(=CC=C1)OC(F)(F)F)N1CC2=C(CC1)NN=N2